NC1=NC2=CC=C(C(=C2C(=N1)N)F)CCC1=CC=C(C(=O)NC(C(=O)[O-])CCC)C=C1 2-(4-(2-(2,4-diamino-5-fluoroquinazolin-6-yl) ethyl)benzamido)pentanoate